C1(CC1)CN1C(=CC=2C1=NC(=CC2)C2=C1C=NNC1=CC=C2)C2=NN1C(C=CC(=C1)C(=O)N1C[C@@H](CCC1)N)=C2C (3R)-1-{2-[1-(cyclopropylmethyl)-6-(1H-indazol-4-yl)-1H-pyrrolo[2,3-b]pyridin-2-yl]-3-methylpyrazolo[1,5-a]pyridine-6-carbonyl}piperidin-3-amine